N-(2,4-dimethoxybenzyl)-7,9-difluoro-2-((3R,6S)-6-methylpiperidin-3-yl)-[1,2,4]triazolo[1,5-c]quinazolin-5-amine COC1=C(CNC2=NC=3C(=CC(=CC3C=3N2N=C(N3)[C@H]3CN[C@H](CC3)C)F)F)C=CC(=C1)OC